NC=1C2=C(N=CN1)N(C(=C2C2CCNCC2)C2=CC=C(C=C2)NC(C=C)=O)C N-{4-[4-amino-7-methyl-5-(piperidin-4-yl)-7H-pyrrolo[2,3-d]pyrimidin-6-yl]phenyl}prop-2-enamide